ClC=1C(=C2C=CNC2=CC1)C1=C2C(=NC(=C1C#N)N1CC3(CN(C3)C(C=C)=O)CC1)CC(OC2)(C)C 4-(5-chloro-1H-indol-4-yl)-7,7-dimethyl-2-(2-(2-propenoyl)-2,6-diazaspiro[3.4]octan-6-yl)-7,8-dihydro-5H-pyrano[4,3-b]pyridine-3-carbonitrile